Cl.C1(CC1)C1=C(C=NN1C1=NC=CC=C1)N 5-cyclopropyl-1-(pyridin-2-yl)-1H-pyrazol-4-amine hydrochloride